(3aR,5s,6aS)-2-(((S)-1,4-dioxan-2-yl)methyl)-N-(6-(2-methyl-2H-indazol-5-yl)-4-(trifluoromethyl)pyridazin-3-yl)octahydro-cyclopenta[c]pyrrol-5-amine O1[C@H](COCC1)CN1C[C@@H]2[C@H](C1)CC(C2)NC=2N=NC(=CC2C(F)(F)F)C2=CC1=CN(N=C1C=C2)C